FC1=C(OC(O1)=C(F)F)C(F)(F)F perfluoro(4-methyl-2-methylene-1,3-dioxole)